1-[3-(2-hydroxyethylamino)-5-trifluoromethoxyphenyl]-3-[2-(2-hydroxyethyl)phenyl]urea OCCNC=1C=C(C=C(C1)OC(F)(F)F)NC(=O)NC1=C(C=CC=C1)CCO